ClC=1C=C(C=CC1F)C(NC1=NC=C(C=C1F)C1CC1)C=1NC(=C(N1)S(=O)(=O)C)C N-[(3-chloro-4-fluorophenyl)-(5-methyl-4-methylsulfonyl-1H-imidazol-2-yl)methyl]-5-cyclopropyl-3-fluoropyridin-2-amine